BrC=1C=C2C(/C(/COC2=CC1OC)=C/C1=CC(=C(C=C1)OC)OC)=O (3E)-6-bromo-3-(3,4-dimethoxybenzylidene)-7-methoxy-2,3-dihydro-4H-chromen-4-one